FC(C1=NN=C(O1)C1=CC=2N(C=C1)C=C(N2)CN(C(=O)C2CCN(CC2)C2CC1(COC1)C2)C2=CC(=CC=C2)F)F N-((7-(5-(difluoromethyl)-1,3,4-oxadiazol-2-yl)imidazo[1,2-a]pyridin-2-yl)methyl)-N-(3-fluorophenyl)-1-(2-oxaspiro[3.3]heptan-6-yl)piperidine-4-carboxamide